8-amino-6-(2-fluoro-6-methylphenyl)-2,7-naphthyridine NC=1N=C(C=C2C=CN=CC12)C1=C(C=CC=C1C)F